4-(2-((2S,3R)-3-hydroxy-2-methylazetidin-1-yl)-6,7-dihydro-5H-cyclopenta[d]pyrimidin-4-yl)benzamide O[C@H]1[C@@H](N(C1)C=1N=C(C2=C(N1)CCC2)C2=CC=C(C(=O)N)C=C2)C